ClC1=CC2=C(N(C(N2)=O)C2CCNCC2)C=C1 4-(5-chloro-2-oxo-2,3-dihydro-1H-1,3-benzodiazol-1-yl)piperidin